ClC=1N=CN(C1)C1=C(C=C(N)C=C1)F 4-(4-chloroimidazol-1-yl)-3-fluoro-aniline